C[C@H]1N(CCN(C1)C=1C=NN(C(C1)=O)CC=1C(=NOC1C)C=1C=NC(=CC1)C)C(=O)OC(C)(C)C tert-butyl (2R)-2-methyl-4-[1-[[5-methyl-3-(6-methyl-3-pyridyl)isoxazol-4-yl]methyl]-6-oxo-pyridazin-4-yl]piperazine-1-carboxylate